tert-butyl N-[[4-[[[5-amino-2-(4-cyanobutyl)-6H-thieno[3,2-b]azepine-7-carbonyl]-propyl-amino]methyl]phenyl]methyl]-N-methyl-carbamate NC=1CC(=CC2=C(N1)C=C(S2)CCCCC#N)C(=O)N(CCC)CC2=CC=C(C=C2)CN(C(OC(C)(C)C)=O)C